CN(C)CCC1=CC=C(C(=O)O)C=C1.ClC=1C=C(C=2N(N1)C=CN2)N2CCOCC2 4-[6-chloroimidazo[1,2-b]pyridazin-8-yl]morpholine p-dimethylaminoethylbenzoate